FC1=C(N=C2N1C=CC=C2C2=C(C=CC=C2)OCC(F)(F)F)C(=O)NC(C(F)(F)F)(C)C 3-fluoro-N-(1,1,1-trifluoro-2-methylpropan-2-yl)-8-(2-(2,2,2-trifluoroethoxy)phenyl)imidazo[1,2-a]pyridine-2-carboxamide